CN(C)CCC(C1=CC=C(C=C1)Br)C2=CC=CC=N2 The molecule is pheniramine in which the hydrogen at position 4 of the phenyl substituent is substituted by bromine. A histamine H1 receptor antagonist, brompheniramine is used (commonly as its maleate salt) for the symptomatic relief of allergic conditions, including rhinitis and conjunctivitis. It has a role as a H1-receptor antagonist and an anti-allergic agent. It is a member of pyridines and an organobromine compound.